ditridecyl-1,2,3,4-butanetetracarboxylate C(CCCCCCCCCCCC)OC(=O)CC(C(CC(=O)[O-])C(=O)[O-])C(=O)OCCCCCCCCCCCCC